N2,N5-diphenylpyrazine-2,5-diamide C1(=CC=CC=C1)NC(=O)C1=NC=C(N=C1)C(=O)NC1=CC=CC=C1